(((2S,3R,4S,6R)-4-(dimethylamino)-3-hydroxy-6-methyltetrahydro-2H-pyran-2-yl)oxy)-4-ethyl-8-methoxy-6,8,10,12,12-pentamethyl-1-oxa-4-azacyclotridecane-11,13-dione CN([C@@H]1[C@H]([C@@H](O[C@@H](C1)C)OC1OC(C(C(C(CC(CC(CN(C1)CC)C)(C)OC)C)=O)(C)C)=O)O)C